C(C)C1(CCN(CC1)C(=O)OC(C)(C)C)C(=O)OC 1-tert-butyl 4-methyl 4-ethylpiperidine-1,4-dicarboxylate